CC(=O)N[C@@H]1[C@H]([C@@H]([C@H](O[C@@H]1O[C@H]2[C@@H]([C@H](C(O[C@@H]2C(=O)O)O)O)O)COS(=O)(=O)O)O)O The molecule is a carbohydrate acid derivative that consists of D-glucuronic acid having a 6-O-sulfo-N-acetyl-alpha-D-glucosaminyl residue attached at position 4. An intermediate glycan in the degradation of heparan sulfate. It has a role as a mouse metabolite. It is an amino disaccharide, a carbohydrate acid derivative and an oligosaccharide sulfate.